C(C)(C)(C)OC(=O)N1CCC(CC1)C(N(C)C1=CC(=CC=C1)CS(=O)(=O)N1C(CC(CC1)=O)(C)C)=O tert-butyl-4-((3-(((2,2-dimethyl-4-oxopiperidin-1-yl)sulfonyl)methyl)phenyl)(methyl)carbamoyl)piperidine-1-carboxylate